C[C@@H]1CNS(C2=C(O1)C=C(C=C2)OCCOCCC(=O)OC(C)(C)C)(=O)=O tert-butyl (R)-3-(2-((4-methyl-1,1-dioxido-3,4-dihydro-2H-benzo[b][1,4,5]oxathiazepin-7-yl)oxy)ethoxy)propanoate